(3R,6S)-6-methyl-1-(2-(pyridin-2-yl)acetyl)piperidine-3-carboxylic acid sodium salt [Na+].C[C@H]1CC[C@H](CN1C(CC1=NC=CC=C1)=O)C(=O)[O-]